[K].S1(=O)(=O)NC(=O)C2=CC=CC=C12 saccharin, potassium salt